FC(C(O)C1=CC=C(C=C1)C1(CCCCC1)C(=O)OC(C)(C)C)(F)F tert-Butyl 1-[4-(2,2,2-trifluoro-1-hydroxyethyl)phenyl]cyclohexanecarboxylate